(S)-2-((trifluoromethoxy)methyl)piperazine-1-carboxylic acid tert-butyl ester C(C)(C)(C)OC(=O)N1[C@@H](CNCC1)COC(F)(F)F